(4-hydroxycyclohexyl)-5-(4-(3-(2-morpholinoethyl)-3-azabicyclo[3.1.0]hex-1-yl)phenyl)nicotinamide OC1CCC(CC1)C1=C(C(=O)N)C=C(C=N1)C1=CC=C(C=C1)C12CN(CC2C1)CCN1CCOCC1